N-((4S,5S)-3-(1-(((R)-tert-butylsulfinyl)imino)methyl)-7-ethyl-4-(4-fluorophenyl)-6-oxo-1-phenyl-4,5,6,7-tetrahydro-1H-pyrazolo[3,4-b]pyridine-5-yl)-3-(trifluoromethyl)benzamide C(C)(C)(C)[S@@](=O)N=CC1=NN(C=2N(C([C@H]([C@H](C21)C2=CC=C(C=C2)F)NC(C2=CC(=CC=C2)C(F)(F)F)=O)=O)CC)C2=CC=CC=C2